BrC=1N=C(N(N1)C1=NC=C(C=C1)C(=O)N1CCOCC1)C(C)NC(C1=CC(=CC(=C1)C(F)(F)F)C(F)(F)F)=O N-[1-[5-bromo-2-[5-(morpholine-4-carbonyl)-2-pyridyl]-1,2,4-triazol-3-yl]ethyl]-3,5-bis(trifluoromethyl)benzamide